OCCN(CCCCCCCCCC(=O)OC(CCCCCCCC)CCCCCCCC)CCCCCCCC(=O)OCCCCCCCCC heptadecan-9-yl 10-((2-hydroxyethyl)(8-(nonyloxy)-8-oxooctyl)amino)decanoate